NC1=CC2=CC(=CC=C2C=C1)N 2,7-Diaminonaphthalene